{3-[2-tert-butyl-5-(2-{[4-(piperazin-1-yl)phenyl]amino}pyrimidin-4-yl)-1,3-thiazol-4-yl]-2-fluorophenyl}propane-1-sulfonamide hydrochloride salt Cl.C(C)(C)(C)C=1SC(=C(N1)C=1C(=C(C=CC1)C(CC)S(=O)(=O)N)F)C1=NC(=NC=C1)NC1=CC=C(C=C1)N1CCNCC1